ethyl 2-(((S)-3-(5-(difluoromethyl)-2-fluorophenyl)-5-(piperidin-1-yl)pentyl)(methyl)amino)-2-(3-methyl-2-((1r,4S)-4-(trifluoromethoxy)cyclohexyl)-phenyl)acetate FC(C=1C=CC(=C(C1)[C@H](CCN(C(C(=O)OCC)C1=C(C(=CC=C1)C)C1CCC(CC1)OC(F)(F)F)C)CCN1CCCCC1)F)F